3-(2-(benzyloxy)phenoxy)isonicotinaldehyde C(C1=CC=CC=C1)OC1=C(OC2=C(C=O)C=CN=C2)C=CC=C1